2,2,4-trimethylhexamethylene dicarbamate C(N)(OCC(CC(CCOC(N)=O)C)(C)C)=O